3-(2-Hydroxy-propan-2-yl)pyridin-2(1H)-one OC(C)(C)C=1C(NC=CC1)=O